ClC=1N=CN(C1C1(CC1)C(=O)O)C 1-(4-chloro-1-methyl-1H-imidazol-5-yl)cyclopropane-1-carboxylic acid